C1(=CC=CC=C1)COC(=O)NCCN1C[C@@H](CC1)C(=O)O (R)-1-(2-(((phenylmethoxy)carbonyl)amino)ethyl)pyrrolidine-3-carboxylic acid